CN1N=C(C=C1)C1=CC(=C(C(=O)N[C@@H]2CN(CC2)C2=CC(=C(C=C2)F)F)C=C1)F 4-(1-methyl-1H-pyrazole-yl)-N-((3S,4R)-(3,4-difluorophenyl)pyrrolidin-3-yl)-2-fluorobenzamide